FC(C(=O)O)(F)F.CN1C(=NC2=C1C=CC(=C2)C#CC2=NN(C1=C2C(=NC=C1)N)[C@@H]1CN[C@H](C1)COC)C 3-((1,2-dimethyl-1H-benzo[d]imidazol-5-yl)ethynyl)-1-((3S,5R)-5-(methoxymethyl)pyrrolidin-3-yl)-1H-pyrazolo[4,3-c]pyridin-4-amine 2,2,2-trifluoroacetate